CC1=CC=CC(=N1)N1N=CC=C1C1=CC=2N(C=C1)N=CN2 7-(1-(6-methylpyridin-2-yl)-1H-pyrazol-5-yl)-[1,2,4]triazolo[1,5-a]pyridine